5-chloro-7-((5S)-5-methylpiperidin-2-yl)spiro[benzo[b][1,4]oxazine-2,1'-cyclopropan]-3(4H)-one ClC1=CC(=CC=2OC3(CC3)C(NC21)=O)C2NC[C@H](CC2)C